S(N)(OCCC=1N(C2=CC=C(C=C2C1CN1CCCC1)F)C1CCN(CC1)[C@@H]1CC[C@@H](CC1)C(C)C)(=O)=O 2-(5-fluoro-1-(1-(cis-4-isopropylcyclohexyl)piperidin-4-yl)-3-(pyrrolidin-1-ylmethyl)-1H-indol-2-yl)ethyl sulfamate